2-cyano-2-propylbenzothioate C(#N)C1(C(C([O-])=S)C=CC=C1)CCC